1-(butyl-(2-hydroxyethyl)amino)propan-2-ol tert-butyl-(3-((1r-3r)-3-((benzyloxy)methyl)cyclobutoxy)propyl)(methyl)carbamate C(C)(C)(C)CN(C(=O)OC(CN(CCO)CCCC)C)CCCOC1CC(C1)COCC1=CC=CC=C1